C1(=CC=CC=C1)C(C1=CC=CC=C1)=NC1=CC=CC2=C(C(=CC=C12)F)F (diphenylmethylene)-5,6-difluoronaphthalen-1-amine